N1(CCC(=CC1)C1=CC=NC=C1)C(=O)[O-] 1,2,3,6-tetrahydro-[4,4'-bipyridine]-1-carboxylate